tertiary butyl-silver C(C)(C)(C)[Ag]